4,4'-(1,2-Diphenylethene-1,2-diyl)dibenzoic acid C1(=CC=CC=C1)C(=C(C1=CC=CC=C1)C1=CC=C(C(=O)O)C=C1)C1=CC=C(C(=O)O)C=C1